phenyl-bis(benzenesulfonyl)phosphine oxide C1(=CC=CC=C1)P(S(=O)(=O)C1=CC=CC=C1)(S(=O)(=O)C1=CC=CC=C1)=O